(benzotriazol-1-yl)-N,N,N',N'-tetramethyluronium tetrafluoroborate F[B-](F)(F)F.N1(N=NC2=C1C=CC=C2)OC(=[N+](C)C)N(C)C